C[Sn](C1=CC=C(S1)CCCCOC1=CC=C(C=C1)C(C1=CC=C(C=C1)OCCCCC=1SC(=CC1)[Sn](C)(C)C)C1=CC=C(C=C1)OCCCCC=1SC(=CC1)[Sn](C)(C)C)(C)C tris(4-(4-(5-(trimethylstannyl)thiophen-2-yl)butoxy)phenyl)methane